N-[[6-(3-chlorophenyl)imidazo[1,2-a]pyridin-2-yl]methyl]-1H-indazole-4-carboxamide ClC=1C=C(C=CC1)C=1C=CC=2N(C1)C=C(N2)CNC(=O)C=2C=1C=NNC1C=CC2